(4aR,8aS)-6-[3-[6-[3-(R or S)-(trifluoromethyl)pyrrolidin-1-yl]-3-pyridyl]azetidine-1-carbonyl]-4,4a,5,7,8,8a-hexahydropyrido[4,3-b][1,4]oxazin-3-one FC([C@H]1CN(CC1)C1=CC=C(C=N1)C1CN(C1)C(=O)N1C[C@@H]2[C@@H](OCC(N2)=O)CC1)(F)F |o1:2|